tert-butyl (2S,3R)-3-(benzyl(methyl)amino)-2-(hydroxymethyl)pyrrolidine-1-carboxylate C(C1=CC=CC=C1)N([C@H]1[C@H](N(CC1)C(=O)OC(C)(C)C)CO)C